COC1=C(CNCCC2=CC(=C(C=C2)OC)OC)C=CC=C1OC N-(2,3-dimethoxybenzyl)-2-(3,4-dimethoxyphenyl)-1-ethylamine